6-methyl-N-[(2-methyl-1,3-oxazol-5-yl)methyl]-4-[(1-methylcyclopropyl)amino]furo[2,3-d]pyrimidine-5-carboxamide CC1=C(C2=C(N=CN=C2NC2(CC2)C)O1)C(=O)NCC1=CN=C(O1)C